N-acetyl-N-[2-methoxycarbonyl-5-(tert-butyl)furan-3-yl]-2-(ethylsulfonyl)-4-(trifluoromethyl)benzamide C(C)(=O)N(C(C1=C(C=C(C=C1)C(F)(F)F)S(=O)(=O)CC)=O)C1=C(OC(=C1)C(C)(C)C)C(=O)OC